2-[2-(Ethylamino)-4-methyl-7-oxo-6H,7H-thieno[2,3-d]pyridazin-6-yl]-N-(pyrimidin-2-yl)acetamide C(C)NC1=CC2=C(C(N(N=C2C)CC(=O)NC2=NC=CC=N2)=O)S1